F[C@@H]1CN(CC[C@@H]1NC1=NN2C(C(=N1)OC)=C(C=C2)C=2C=CC1=C(N(N=N1)[C@@H](C(F)(F)F)C)C2)C(C)=O 1-((3R,4S)-3-fluoro-4-((4-methoxy-5-(1-((R)-1,1,1-trifluoropropan-2-yl)-1H-benzo[d][1,2,3]triazol-6-yl)pyrrolo[2,1-f][1,2,4]triazin-2-yl)amino)piperidin-1-yl)ethan-1-one